NC1=C2C(=NC=N1)N(N=C2C)C(C)C=2C(=C(C(=C(C2)Cl)C)C2=CC(=NC=C2)N2CCC2)OC 1-(4-(3-(1-(4-amino-3-methyl-1H-pyrazolo[3,4-d]pyrimidin-1-yl)ethyl)-5-chloro-2-methoxy-6-methylphenyl)pyridin-2-yl)azetidin